N-[1-(2-hydroxyethyl)piperidin-4-yl]-5-[3-(prop-2-enamido)phenyl]-1H-indazole-3-carboxamide OCCN1CCC(CC1)NC(=O)C1=NNC2=CC=C(C=C12)C1=CC(=CC=C1)NC(C=C)=O